C=C=O.C=C=O.[Pb] lead diketene